aminophenol-3-d NC1=C(C=CC=C1[2H])O